Br.BrC=1C=C2C(=CNC2=CC1)C=1CCN(CC1)CCCC=1C=NN(C1)C1=CC=C(C=C1)OCC 5-bromo-3-[1,2,3,6-tetrahydro-1-[3-[1-(4-ethoxyphenyl)-1H-pyrazol-4-yl]propyl]-4-pyridinyl]-1H-indole hydrobromide